NC1=CC=C(C(=C1C(=O)N(C)C)F)C=1C(=C2C(=NC1)NC[C@]21C[C@@H](CC1)N1N=CC=N1)Cl 6-Amino-3-((1R,3R)-4'-chloro-3-(2H-1,2,3-triazol-2-yl)-1',2'-dihydrospiro[cyclopentane-1,3'-pyrrolo[2,3-b]pyridin]-5'-yl)-2-fluoro-N,N-dimethylbenzamide